CC1=C(C=CC(=C1)C)N(C1=CC=C2C=CC=3C(=CC=C4C=CC1=C2C34)N(C3=C(C=CC=C3)C)C3=C(C=C(C=C3)C)C)C3=C(C=C(C=C3)C)C N1,N1,N6-tris(2,4-dimethylphenyl)-N6-(o-tolyl)pyrene-1,6-diamine